CS(=O)(=O)O[C@H]1N(C[C@@H](C1)C1=CC(=C(C=C1)OC)OCC)C(C)=O ((2R,4S)-1-acetyl-4-(3-ethoxy-4-methoxyphenyl) pyrrolidin-2-yl) methylsulfonate